7-amino-1-(4-phenoxyphenyl)-3-(pyrrolidin-3-yl)-1,5-dihydro-4H-pyrrolo[2,3-d]pyridazin-4-one NC1=NNC(C2=C1N(C=C2C2CNCC2)C2=CC=C(C=C2)OC2=CC=CC=C2)=O